3-chloro-N-(p-tolyl)propionamide ClCCC(=O)NC1=CC=C(C=C1)C